COC1=C(C(=CC(=C1)OC)OC)C=1C(=CC=C(C1)C)C(=O)OC methyl 2',4',6'-trimethoxy-5-methylbiphenyl-2-carboxylate